1-(6-cyclopropylpyridin-3-yl)ethan-1-ol C1(CC1)C1=CC=C(C=N1)C(C)O